1-[(2R,3S,4S,5R)-4-[(tert-butyldimethylsilyl)oxy]-5-(chloromethyl)-5-(hydroxymethyl)-3-methyloxolan-2-yl]-3H-pyrimidine-2,4-dione [Si](C)(C)(C(C)(C)C)O[C@H]1[C@@H]([C@@H](O[C@@]1(CO)CCl)N1C(NC(C=C1)=O)=O)C